hexanyl-4-hydroxy-prolyl alcohol C(CCCCC)N1[C@@H](CC(C1)O)C(=O)O